COC=1C(=NN(C1)C)[C@@H](C(C)(C)C)N[S@](=O)C(C)(C)C (R)-N-((R)-1-(4-methoxy-1-methyl-1H-pyrazol-3-yl)-2,2-dimethylpropyl)-2-methylpropan-2-sulfinamide